8-(pyrimidin-4-yl)-2,3,4,5-tetrahydro-1H-thieno[3,4-b][1,4]diazepine-6-carboxamide N1=CN=C(C=C1)C=1SC(=C2C1NCCCN2)C(=O)N